C[Si](C#CC=1SC=CC1)(C)C trimethyl-(thiophen-2-ylethynyl)silane